FC(C1=C(CN2N=CC(=C2)C=2C(=NOC2C2=NC=CC=C2)C(=O)N)C=CC(=C1)C(F)(F)F)(F)F (1-(2,4-bis(trifluoromethyl)benzyl)-1H-pyrazol-4-yl)-5-(pyridin-2-yl)isoxazole-3-carboxamide